C1(CC1)C1=NC=NC(=C1C1=NC(=C2NC=NC2=N1)S(=O)(=O)C)OC 2-(4-cyclopropyl-6-methoxypyrimidin-5-yl)-6-(methylsulfonyl)-7H-purine